2-[6-(4-chlorophenoxy)-2-(trifluoromethyl)pyridin-3-yl]-1-(1H-1,2,4-triazol-1-yl)propan-2-ol 1,1-dimethylethyl-(3aS,7aS)-octahydro-2H-pyrrolo[3,4-c]pyridine-2-carboxylate CC(C)(C)C1N(C[C@@H]2CNCC[C@@H]21)C(=O)OC(CN2N=CN=C2)(C)C=2C(=NC(=CC2)OC2=CC=C(C=C2)Cl)C(F)(F)F